5-(3-hydroxy-4-methoxybenzylidene)-1-(4-methoxyphenyl)pyrimidine-2,4,6(1H,3H,5H)-trione OC=1C=C(C=C2C(NC(N(C2=O)C2=CC=C(C=C2)OC)=O)=O)C=CC1OC